FC(C=1C=C(C=CC1F)C=1C=C2C(=NC1)C=NN2CC(=O)N2CC(C2)=C)F 2-[6-[3-(Difluoromethyl)-4-fluoro-phenyl]pyrazolo[4,3-b]pyridin-1-yl]-1-(3-methyleneazetidin-1-yl)ethanone